Para-carboxybenzaldehyde C(=O)(O)C1=CC=C(C=O)C=C1